1-benzyl-5-(4-(dimethylamino)benzylidene)-3-phenyl-2-selenoxoimidazolidin-4-one C(C1=CC=CC=C1)N1C(N(C(C1=CC1=CC=C(C=C1)N(C)C)=O)C1=CC=CC=C1)=[Se]